phenoxyacetic Acid O(C1=CC=CC=C1)CC(=O)O